(2S)-2-{[Ethyl(propyl)-carbamoyl]amino}-2-(4-methylcyclohexyl)-N-(2-oxospiro[1H-pyrrolo[3,2-c]pyridine-3,4'-oxane]-6-yl)acetamide C(C)N(C(=O)N[C@H](C(=O)NC1=CC2=C(C=N1)C1(CCOCC1)C(N2)=O)C2CCC(CC2)C)CCC